C(C)(C)(C)OC(=O)N1C[C@H](CC1)C(NC1=C(C=CC=C1)OC)=O (S)-3-((2-methoxyphenyl)carbamoyl)pyrrolidine-1-carboxylic acid tert-butyl ester